1-(4-(2-(5-(2,6-difluorophenyl)-4,5-dihydroisoxazol-3-yl)thiazol-4-yl)piperidin-1-yl)-2-((3-(trifluoromethyl)pyrazin-2-yl)oxy)ethan-1-one FC1=C(C(=CC=C1)F)C1CC(=NO1)C=1SC=C(N1)C1CCN(CC1)C(COC1=NC=CN=C1C(F)(F)F)=O